NC=1N(C=C(N1)C=1C(=C(C(=CC1)O)N1CC(NS1(=O)=O)=O)F)C 5-(3-(2-amino-1-methyl-1H-imidazol-4-yl)-2-fluoro-6-hydroxyphenyl)-1,2,5-thiadiazolidin-3-one 1,1-dioxide